(R)-6-(difluoromethyl)-2-((1-(methyl-sulfonyl)piperidin-4-yl)amino)-8-(spiro[2.4]heptan-4-yl)pyrido[2,3-d]pyrimidin-7(8H)-one FC(C1=CC2=C(N=C(N=C2)NC2CCN(CC2)S(=O)(=O)C)N(C1=O)[C@H]1C2(CC2)CCC1)F